COC=1C=C(C=C(C1)OC)C1=CC2=C(N=C(N=C2)N[C@H]2[C@H](COC2)NC(C=C)=O)C(=N1)NCCN1CCN(CC1)C N-((3R,4S)-4-((6-(3,5-dimethoxyphenyl)-8-((2-(4-methylpiperazin-1-yl)eth-yl)amino)pyrido[3,4-d]pyrimidin-2-yl)amino)tetrahydrofuran-3-yl)acryl-amide